ClC=1C=NC=C(C1C1=C(C=CC(=C1)Cl)N1N=NC(=C1)Cl)Cl 3,5-Dichloro-4-(5-chloro-2-(4-chloro-1H-1,2,3-triazol-1-yl)phenyl)pyridin